NC1=C(C=C(N=N1)C1=C(C=CC=C1)O)N1CC2CCC(C1)C2N 2-[6-Amino-5-(8-amino-3-azabicyclo[3.2.1]octan-3-yl)pyridazin-3-yl]phenol